N-[(1S)-2-[[(1S)-1-cyano-2-[(3S)-2-oxopyrrolidin-3-yl]ethyl]amino]-1-(cyclopropylmethyl)-2-oxo-ethyl]-4-(2-morpholinoethoxy)-1H-indole-2-carboxamide C(#N)[C@H](C[C@H]1C(NCC1)=O)NC([C@H](CC1CC1)NC(=O)C=1NC2=CC=CC(=C2C1)OCCN1CCOCC1)=O